C(C(C(=O)O)OP(=O)(O)O)OP(=O)(O)O 2,3-DIPHOSPHO-D-GLYCERIC ACID